ClC=1C=C2C(=NC(=NC2=C(C1C1=C2C(=NNC2=CC=C1C)NCC)F)N1CC(C1)N(C)C)N1C[C@H](N(C[C@@H]1C)C(C=C)=O)C 1-((2R,5S)-4-(6-chloro-2-(3-(dimethylamino)azetidin-1-yl)-7-(3-(ethylamino)-5-methyl-1H-indazol-4-yl)-8-fluoroquinazolin-4-yl)-2,5-dimethylpiperazin-1-yl)prop-2-en-1-one